((6-(2-chloro-6-(2-hydroxyethyl)-7H-pyrrolo[2,3-d]pyrimidin-7-yl)pyridin-2-yl)imino)dimethyl-λ6-sulfanone ClC=1N=CC2=C(N1)N(C(=C2)CCO)C2=CC=CC(=N2)N=S(=O)(C)C